C(C)OC(COC=1C=NC(=CC1)CO)=O 2-((6-(hydroxymethyl)pyridin-3-yl)oxy)acetic acid ethyl ester